FCCCN1CC(C1)CC1=CC=C(C=C1)C1=C(CCCC2=C1C=CC(=C2)C(=O)O)C2=CC(=C(C(=C2)F)F)F 9-(4-((1-(3-fluoropropyl)azetidin-3-yl)methyl)phenyl)-8-(3,4,5-trifluorophenyl)-6,7-dihydro-5H-benzo[7]annulene-3-carboxylic acid